2-[2-chloro-4-(4-chlorophenyl)-5-(pyridin-4-yl)-1H-imidazol-1-yl]Acetyl-piperazine ClC=1N(C(=C(N1)C1=CC=C(C=C1)Cl)C1=CC=NC=C1)CC(=O)N1CCNCC1